ClC=1C=C2C(=NC(=NC2=CC1)C)N1CC=2C=C(C=NC2CC1)C1=CC(=NN1C)C(F)(F)F 6-chloro-2-methyl-4-(3-(1-methyl-3-(trifluoromethyl)-1H-pyrazol-5-yl)-7,8-dihydro-1,6-naphthyridin-6(5H)-yl)quinazoline